C(C)(C)(C)C=1C=CC2C(C1)(O)S2 5-tert-butylphenol sulfide